CN1N=C(C=C1S(=O)(=O)N1C[C@@H]2[C@H](C1)CC(C2)N(C(OCC2=CC=CC=C2)=O)CC2CCOCC2)C benzyl ((3aR,5s,6aS)-2-((1,3-dimethyl-1H-pyrazol-5-yl)sulfonyl)octahydrocyclopenta[c]pyrrol-5-yl)((tetrahydro-2H-pyran-4-yl)methyl)carbamate